4,7-Dibromobenzooxadiazole BrC1=CC=C(C2=C1N=NO2)Br